C(C)(C)(C)C(C(=O)N)=C.C(C=C)(=O)O acrylic acid-tert-butylacrylamide